ClC=1C=C(CNC2=NS(C3=C(N2)C(=CC=C3)OC3=C(C=CC=C3)Cl)(=O)=O)C=CC1C(F)(F)F 3-((3-chloro-4-(trifluoromethyl)benzyl)amino)-5-(2-chlorophenoxy)-4H-benzo[e][1,2,4]thiadiazine 1,1-dioxide